2-(2-methoxy-4-(trifluoromethoxy)phenoxy)acetic acid COC1=C(OCC(=O)O)C=CC(=C1)OC(F)(F)F